BrC=1C=C(C=CC1)C(C(C)=O)(CCCOC(C)C=C)C 3-(3-bromophenyl)-6-(but-3-en-2-yloxy)-3-methylhexan-2-one